methyl 3-[[9-(cyclopropylmethyl)-2-oxo-1H-pyrrolo[2,3-f][1,4]benzothiazine-8-carbonyl]amino]-5-fluoro-4-(methylamino)benzoate C1(CC1)CN1C(=CC=2C=CC3=C(NC(CS3)=O)C21)C(=O)NC=2C=C(C(=O)OC)C=C(C2NC)F